C(C)(C)(C)OC(NCC1=NC(=CC=C1)C=O)=O ((6-formylpyridin-2-yl)methyl)carbamic acid tert-butyl ester